4-(3-methoxybenzoyl)-1-methylpiperidine COC=1C=C(C(=O)C2CCN(CC2)C)C=CC1